(3Z)-3-hexene-1-ol C(C\C=C/CC)O